ClC=1C=C(CN2[C@@H](C[C@@](CC2)(C(=O)O)CC2=NC(=CC=C2F)NC2=NNC(=C2)C)C)C=C(C1F)Cl (2R,4R)-1-(3,5-dichloro-4-fluorobenzyl)-4-((3-fluoro-6-((5-methyl-1H-pyrazol-3-yl)amino)-pyridin-2-yl)methyl)-2-methylpiperidine-4-carboxylic acid